CC1(OB(OC1(C)C)C=1NC(=CC1)B1OC(C(O1)(C)C)(C)C)C 2,5-bis(4,4,5,5-tetramethyl-1,3,2-dioxaborolan-2-yl)-1H-pyrrole